1-(3-(4-((4-chloronaphthalen-1-yl)amino)-7-methoxyquinazolin-6-yl)azetidin-1-yl)prop-2-en-1-one ClC1=CC=C(C2=CC=CC=C12)NC1=NC=NC2=CC(=C(C=C12)C1CN(C1)C(C=C)=O)OC